C(#C)C=1C(=C(C=CC1)O)C1=NN=C(C=2CCCCC12)NC1CC(C1)(C)O ethynyl-2-(4-(((cis)-3-hydroxyl-3-methylcyclobutyl)amino)-5,6,7,8-tetrahydrophthalazin-1-yl)phenol